BrC1=CC=CC(=N1)C(C(=O)O)(F)F 2-(6-bromopyridin-2-yl)-2,2-difluoroacetic acid